cis-hex-3-enyl butyrate (Z)-hex-3-en-1-yl-butyrate C(C\C=C/CC)OC(CCC)=O.C(CCC)(=O)OCC\C=C/CC